3,3-difluoro-2-oxo-indoline-5-carbonitrile FC1(C(NC2=CC=C(C=C12)C#N)=O)F